C(CCCCCCCCCCC)OP([O-])(=O)N dodecylphosphoramidate